5-chloro-3-((3R,9aS)-8-(2-chloro-5-fluoro-3-(3-fluoro-1H-pyrazol-4-yl)benzoyl)octahydropyrazino[2,1-c][1,4]oxazin-3-yl)pyridin-2(1H)-one ClC=1C=C(C(NC1)=O)[C@@H]1CN2[C@H](CO1)CN(CC2)C(C2=C(C(=CC(=C2)F)C=2C(=NNC2)F)Cl)=O